2,4-dichloro-6-methyl-quinazoline ClC1=NC2=CC=C(C=C2C(=N1)Cl)C